C[C@@H]1C[C@@](C(=O)O[C@@H]2CCN3[C@@H]2C(=CC3)COC(=O)[C@]1(C)O)([C@@H](C)Cl)O The molecule is a pyrrolizine alkaloid that is jacoline in which the secondary hydroxy group has been replaced by a chlorine. It has a role as a Jacobaea metabolite. It is a macrocyclic lactone, an organic heterotricyclic compound, a pyrrolizine alkaloid, a tertiary amino compound, a diol and an organochlorine compound. It derives from a jacoline.